caffeic acid behenyl ester C(CCCCCCCCCCCCCCCCCCCCC)OC(\C=C\C1=CC(O)=C(O)C=C1)=O